CO[Si](C1=CC=C(C=C1)[Si](C1=CC=CC=C1)(OC)OC)(C1=CC=CC=C1)OC 1,4-bis(dimethoxy(phenyl)silyl)benzene